1-(2,3-difluorobenzyl)-N-((S)-2-((R)-2,2-difluorocyclopropyl)-4-methyl-5-oxo-5,6,7,8-tetrahydro-4H-pyrazolo[1,5-a][1,3]diazepin-6-yl)-1H-1,2,4-triazole-3-carboxamide FC1=C(CN2N=C(N=C2)C(=O)N[C@@H]2C(N(C=3N(CC2)N=C(C3)[C@@H]3C(C3)(F)F)C)=O)C=CC=C1F